ClC1=C2C(=CC=NC2=C(C(=C1)[N+](=O)[O-])O)N1CCC(CC1)OC 5-chloro-4-(4-methoxypiperidin-1-yl)-7-nitroquinolin-8-ol